FC(C=1C(NC=CN1)=O)(F)F 3-(trifluoromethyl)-2(1H)-pyrazinone